CNC(C(=C)C)=O N-methyl-(methacrylamide)